CC1=NOC(=C1C=1C=C2C(=NC1)N(C=C2C=2C=CC(=NC2OC)C(=O)O)C2CCOCC2)C 5-(5-(3,5-dimethylisoxazol-4-yl)-1-(tetrahydro-2H-pyran-4-yl)-1H-pyrrolo[2,3-b]pyridin-3-yl)-6-methoxypicolinic acid